O1C(=NC2=C1C=CC=C2)C(CC2=CC=CC=C2)NC(=O)[C@H]2N(C[C@@H](C2)O)C([C@H](C(C)(C)C)N2N=NC(=C2)C2CC2)=O (2S,4R)-N-[1-(1,3-benzoxazol-2-yl)-2-phenyl-ethyl]-1-[(2S)-2-(4-cyclopropyltriazol-1-yl)-3,3-dimethyl-butanoyl]-4-hydroxy-pyrrolidine-2-carboxamide